NC1=C2C(=NC=N1)N(N=C2C#CC=2C(=CC1=C(N=C(O1)N1CCC1)C2F)F)C2CN(C2)C(\C=C\CN(C)C)=O (E)-1-(3-(4-amino-3-((2-(azetidin-1-yl)-4,6-difluorobenzo[d]oxazol-5-yl)ethynyl)-1H-pyrazolo[3,4-d]pyrimidin-1-yl)azetidin-1-yl)-4-(dimethylamino)but-2-en-1-one